(2S,3S)-2-benzhydrylquinuclidin-3-amine C(C1=CC=CC=C1)(C1=CC=CC=C1)[C@@H]1N2CCC([C@@H]1N)CC2